N1=CN=C2NC=NC2=C1C=1C(=NC=CC1)NC=1C=C(C=CC1Cl)NC(C1=NC=CC(=C1)C(F)(F)F)=O N-(3-(3-(9H-purin-6-yl)pyridin-2-ylamino)-4-chlorophenyl)-4-(trifluoromethyl)picolinamide